C(C)(C)(C)C1=C(C=CC=C1)C1=NC=CC=C1 (tertbutylphenyl)pyridine